C(CCCCCCCCCCC\C=C/CCCCCCCC)NC(CCCCCCC\C=C/CCCCCC)=O N-erucyl-palmitoleamide